[1-(5-bromo-2-pyridyl)-4-piperidyl]methoxy-tert-butyl-dimethyl-silane BrC=1C=CC(=NC1)N1CCC(CC1)CO[Si](C)(C)C(C)(C)C